1-(benzyloxy)-3-bromobenzene C(C1=CC=CC=C1)OC1=CC(=CC=C1)Br